NC1=C2C(=NC=C1)N(C=C2)[C@H]2[C@H](O)[C@H](O)[C@H](O2)CO 4-amino-1-β-D-ribofuranosyl-1H-pyrrolo[2,3-b]pyridine